BrCC(C(CCCCC)Br)=O 1,3-Dibromo-2-octanone